OC1(COC1)C#CC1=CC2=C(OC[C@@H](C(N2C)=O)NC(=O)C2=NC=CC(=C2)OC)C=C1 (S)-N-(7-((3-hydroxyoxetan-3-yl)ethynyl)-5-methyl-4-oxo-2,3,4,5-tetrahydrobenzo[b][1,4]oxazepin-3-yl)-4-methoxypyridinamide